COC1=CC=C(C=C1)CN1C(C(CCC1=O)C1=CC(=CC=C1)N1CCNCC1)=O 1-[(4-methoxyphenyl)methyl]-3-(3-piperazin-1-ylphenyl)piperidine-2,6-dione